C(C)(C)(C)OC(=O)N1CCC(CC1)C1=NC(=C(C=C1CC)NC(=O)OCC1=CC=CC=C1)OC 4-(5-(((benzyloxy)carbonyl)amino)-3-ethyl-6-methoxypyridin-2-yl)piperidine-1-carboxylic acid tert-butyl ester